C(CCCCCCCCCCCCCCC)OCCCCCCCCCCCCCCCC dicetyl ether